FC(C1=CC=C(CN2CCNCCC2)C=C1)(F)F 1-(4-(Trifluoromethyl)benzyl)-1,4-diazacycloheptane